2-[2-[(6-piperazin-1-ylpyridazin-3-yl)amino]-8-piperidin-1-ylpyrido[3,4-d]pyrimidin-6-yl]ethanol N1(CCNCC1)C1=CC=C(N=N1)NC=1N=CC2=C(N1)C(=NC(=C2)CCO)N2CCCCC2